14,14-dimethyl-11-Oxo-3,6,9-trioxa-12-azapentadecyl-1-isopropyl-1H-pyrazole-5-carboxamide CC(CNC(COCCOCCOCCC1=NN(C(=C1)C(=O)N)C(C)C)=O)(C)C